isopropyl ((S)-2,2,2-trifluoro-1-((R or S)-3-(2-(5-fluorothiophen-2-yl)ethyl)-1-(2-(6-methylpyridin-3-yl)propan-2-yl)pyrrolidin-3-yl)ethyl)carbamate FC([C@H]([C@]1(CN(CC1)C(C)(C)C=1C=NC(=CC1)C)CCC=1SC(=CC1)F)NC(OC(C)C)=O)(F)F |o1:3|